Cl.FC=1C=C(CCNC(=N)N)C=CC1F 1-(3,4-difluorophenethyl)guanidine hydrochloride